2-[(3S,4S,5R)-4-fluoro-5-methyl-3-piperidinyl]ethanol F[C@@H]1[C@H](CNC[C@H]1C)CCO